ClC1=NC=C(N=C1)SC1=C(C(=NC=C1)Cl)Cl 2-chloro-5-((2,3-dichloropyridin-4-yl)thio)pyrazine